4-phenylbutanamide tri-hydrochloride Cl.Cl.Cl.C1(=CC=CC=C1)CCCC(=O)N